2-(1-(8-Methoxyquinazolin-4-yl)piperidin-4-yl)ethan-1-ol COC=1C=CC=C2C(=NC=NC12)N1CCC(CC1)CCO